[N+](=O)([O-])C1=C(C=CC(=C1)C(F)(F)F)C1=NC(=NO1)CN (5-(2-nitro-4-(trifluoromethyl)phenyl)-1,2,4-oxadiazol-3-yl)methylamine